Cl.Cl.C1(=CC=CC2=CC=CC=C12)NCCN N-1-naphthyl-ethylenediamine dihydrochloride